(R)-alpha-ionone CC1=CCCC([C@H]1/C=C/C(=O)C)(C)C